C(CC)C1C(C2C=CC1C2)C=CCOC(C(C)C)=O isobutyric acid-3-(3-propylbicyclo[2.2.1]hept-5-en-2-yl)-allyl ester